((3R,5S)-1-propenoyl-5-methylpyrrolidin-3-yl)-4-amino-6-(but-1-yn-1-yl)-N-((R)-1-phenylethyl)-7H-pyrrolo[2,3-d]pyrimidine-5-carboxamide C(C=C)(=O)N1C[C@@H](C[C@@H]1C)C=1N=C(C2=C(N1)NC(=C2C(=O)N[C@H](C)C2=CC=CC=C2)C#CCC)N